[Si](C)(C)(C(C)(C)C)O[C@H]1[C@@H](CCCC1)NC1=CC(=CC=C1)Cl |r| rac-N-((1R*,2R*)-2-((tert-butyldimethylsilyl)oxy)cyclohexyl)-3-chloroaniline